C(C[Si](Cl)(Cl)Cl)C(C(C(C(C(C(F)(F)F)(F)F)(F)F)(F)F)(F)F)(F)F tridecafluoro-1,1,2,2-tetrahydrooctyl-1-trichlorosilane